2-(4-(tert-butoxycarbonyl)-3-methylpiperazin-1-yl)thiazole-4-carboxylate C(C)(C)(C)OC(=O)N1C(CN(CC1)C=1SC=C(N1)C(=O)[O-])C